(4-(2-(dimethylamino)ethyl)-1,3-dioxolane-2,2-diyl)bis(pentane-5,1-diyl) bis(2-(2-hexyl-N-methyldecanamido)acetate) C(CCCCC)C(C(=O)N(C)CC(=O)OCCCCCC1(OCC(O1)CCN(C)C)CCCCCOC(CN(C(C(CCCCCCCC)CCCCCC)=O)C)=O)CCCCCCCC